4-(3-bromo-1,2,4-thiadiazol-5-yl)-N-((3S,4R)-3-((tert-butyldimethylsilyl)oxy)tetrahydro-2H-pyran-4-yl)-5-chloropyridin-2-amine BrC1=NSC(=N1)C1=CC(=NC=C1Cl)N[C@H]1[C@@H](COCC1)O[Si](C)(C)C(C)(C)C